C(CCC)C1N(CC(N(C1)C1=CC(=CC=C1)OC(F)(F)F)=O)CC1=CN=CN1CC=1C=CC(=C(C#N)C1)OC1=CC=CC=C1 5-((5-((2-Butyl-5-oxo-4-(3-(trifluoromethoxy)phenyl)-piperazin-1-yl)methyl)-1H-imidazol-1-yl)methyl)-2-phenoxybenzonitrile